FC1CC(C1)(C(=O)O)C1=CC=C(C=C1)OC(F)(F)F E-3-fluoro-1-[4-(trifluoromethoxy)phenyl]cyclobutanecarboxylic acid